5,6-dimethyl-3-{[3-(trifluoromethyl)benzyl]sulfanyl}[1,2,4]triazolo[4,3-a]pyrimidin CC1=C(C=NC=2N1C(=NN2)SCC2=CC(=CC=C2)C(F)(F)F)C